C1(CCCCC1)N(C(=O)C1=C(C=NN1C)P(C1CCCCC1)C1CCCCC1)C1CCCCC1 N,N-dicyclohexyl-4-(dicyclohexylphosphino)-1-methyl-1H-pyrazole-5-carboxamide